(3R,4S)-tetrahydrofuran-3,4-diamine chloride [Cl-].O1C[C@@H]([C@@H](C1)N)N